C(C)C(C(=O)O[C@@H]1[C@@](O[C@H](C1)N1C2=NC(=NC(=C2N=C1)N)F)(C#C)COC(C(CC)CC)=O)CC (2R,3S,5R)-5-(6-amino-2-fluoro-9H-purin-9-yl)-2-((2-ethylbutanoyl)oxy)methyl-2-ethynyltetrahydrofuran-3-yl 2-ethylbutanoate